(R)-tert-butyl 4-(4-fluoro-3-(10-methyl-8-oxo-9,10,11,12-tetrahydro-8H-[1,4]diazepino[5',6':4,5]thieno[3,2-f]quinolin-3-yl)phenyl)piperazine-1-carboxylate FC1=C(C=C(C=C1)N1CCN(CC1)C(=O)OC(C)(C)C)C1=NC=2C=CC3=C(C2C=C1)C1=C(S3)C(N[C@@H](CN1)C)=O